1-amino-6-(2-fluoro-6-methylphenyl)-4-(1-(piperidin-4-yl)-1H-pyrazol-4-yl)isoquinoline-7-carbonitrile NC1=NC=C(C2=CC(=C(C=C12)C#N)C1=C(C=CC=C1C)F)C=1C=NN(C1)C1CCNCC1